OC1=C(CNCC2=C(C=CC=C2)O)C=CC=C1 di(o-hydroxybenzyl)amine